(S)-ethyl 4-((1-benzylpyrrolidin-2-yl)methoxy)-2-(chloromethyl)benzoate C(C1=CC=CC=C1)N1[C@@H](CCC1)COC1=CC(=C(C(=O)OCC)C=C1)CCl